(S)-2-((3-(4-hydroxyphenyl)propyl)amino)propanamide OC1=CC=C(C=C1)CCCN[C@H](C(=O)N)C